[2H]C([2H])([2H])SCCC(C(=O)O)N DL-methionine-D3